bisphenol a sodium [Na].OC1=CC=C(C=C1)C(C)(C)C1=CC=C(C=C1)O